C1(CC1)CC1=C(C=NN1C)C1=NC(=NC=C1F)NC1CCC(CC1)NCCCCCCCCNC(OC(C)(C)C)=O tert-butyl (8-(((1r,4r)-4-((4-(5-(cyclopropylmethyl)-1-methyl-1H-pyrazol-4-yl)-5-fluoropyrimidin-2-yl)amino)cyclohexyl)amino)octyl)carbamate